FC1=C(C=C(C=C1)OC=1C=NC(=CC1)C)[C@H](C)NC1=NC(N(C(N1)=O)C(C)C)=O (S)-6-((1-(2-Fluoro-5-((6-methylpyridin-3-yl)oxy)phenyl)ethyl)amino)-3-isopropyl-1,3,5-Triazine-2,4(1H,3H)-dione